9-bromo-7-cyclopropyl-2-hydroxy-4H-pyrido[1,2-a]pyrimidin-4-one BrC1=CC(=CN2C1=NC(=CC2=O)O)C2CC2